bis(2,6-dichloro-3,4,5-trimethoxybenzoyl)-4-ethoxyphenyl-phosphine oxide ClC1=C(C(=O)P(C2=CC=C(C=C2)OCC)(C(C2=C(C(=C(C(=C2Cl)OC)OC)OC)Cl)=O)=O)C(=C(C(=C1OC)OC)OC)Cl